(s)-1-(4-chlorophenyl)-3-(1-(naphthalen-1-yl)ethyl)urea ClC1=CC=C(C=C1)NC(=O)N[C@@H](C)C1=CC=CC2=CC=CC=C12